(R)-3-((1-(2-(4-(1H-pyrazol-1-yl)piperidin-1-yl)-3,6-dimethyl-4-oxo-3,4-dihydroquinazolin-8-yl)ethyl)amino)-6-chloro-N-(methylsulfonyl)picolinamide N1(N=CC=C1)C1CCN(CC1)C1=NC2=C(C=C(C=C2C(N1C)=O)C)[C@@H](C)NC=1C(=NC(=CC1)Cl)C(=O)NS(=O)(=O)C